1-para-menthene C1(=CCC(CC1)C(C)C)C